2-[6-bromo-4-(carboxymethyl)-5-fluoropyridin-2-yl]acetic acid BrC1=C(C(=CC(=N1)CC(=O)O)CC(=O)O)F